CC1(C2CC=C(C1C2)CCC=O)C 6,6-dimethylbicyclo[3.1.1]-2-heptene-2-propanal